4-oxa-1,9-diazaspiro-[5.5]Undecane-9-carboxylic acid tert-butyl ester C(C)(C)(C)OC(=O)N1CCC2(COCCN2)CC1